N1N=CC2=CC(=CC=C12)NC1=NC(=NC=C1)C1=CC=C2C=C(NC2=C1)C(=O)N1CCC2(CC1)CCN(CC2)C (6-(4-((1H-indazol-5-yl)amino)pyrimidin-2-yl)-1H-indol-2-yl)(9-methyl-3,9-diazaspiro[5.5]undecan-3-yl)methanone